NC([C@H](C[C@H]1C(NCC1)=O)NC(=O)[C@@H]1CC2(CC2)CCN1C(=O)OC(C)(C)C)=O tert-butyl (S)-5-(((S)-1-amino-1-oxo-3-((S)-2-oxopyrrolidin-3-yl)propan-2-yl)carbamoyl)-6-azaspiro[2.5]octane-6-carboxylate